[W].[Al] Aluminum-tungsten